NC1=C(SC=C1C)C(N)=S 3-amino-4-methylthiophene-2-carbothioamide